COC1=CC=C(C=C1)NC(=O)C1CC(CC(C1C(C)C)C)C N-(4-methoxyphenyl)-5-methyl-p-menthanecarboxamide